[Ti].[Cu] copper-titanium